1-bromo-3-(((1,1,1,3,3,3-Hexafluoro-2-(trifluoromethyl)propan-2-yl)oxy)methyl)benzene BrC1=CC(=CC=C1)COC(C(F)(F)F)(C(F)(F)F)C(F)(F)F